O1CCN(CC1)C(C[C@H](C(N[C@@H](CCC1=CC=CC=C1)B1OC(C(O1)(C)C)(C)C)=O)NC(OC(C)(C)C)=O)=O tert-butyl ((R)-4-morpholino-1,4-dioxo-1-(((R)-3-phenyl-1-(4,4,5,5-tetramethyl-1,3,2-dioxaborolan-2-yl)propyl)amino)butan-2-yl)carbamate